calcium amino propionate C(CC)(=O)ON.[Ca]